N,N1-Bis-(2,4-dimethylphenyl)-6-morpholin-4-yl-[1,3,5]triazine-2,4-diamine hydrochloride Cl.CC1=C(C=CC(=C1)C)NC1N(C(=NC(=N1)N)N1CCOCC1)C1=C(C=C(C=C1)C)C